NC(CC)O amino-1-propanol